C(C=C)(=O)[O-].[Zn+2].C(C1CO1)OCCC[Si](OC)(OC)OC.C(C=C)(=O)[O-] (3-Glycidyloxypropyl)trimethoxysilane zinc ACRYLATE SALT